C(C)OC=1C=C(\C=C/2\C(C3=CC(=CC=C3C2)OC)=O)C=CC1O (E)-2-(3-ethoxy-4-hydroxybenzylidene)-6-methoxy-2,3-dihydro-1H-inden-1-one